BrCC1=C(C=C(C(=O)OC)C=C1)F Methyl 4-(bromomethyl)-3-fluorobenzoate